C[C@@H]1O[C@@H](CN(C1)C1=CC=CC(=N1)C1=NC2=CC(=NC=C2C=C1)CNC(C1=CC(=C(C=C1)C)C(C(F)(F)F)=O)=O)C N-((2-(6-((cis)-2,6-dimethylmorpholino)pyridin-2-yl)-1,6-naphthyridin-7-yl)methyl)-4-methyl-3-(2,2,2-trifluoroacetyl)benzamide